BrCC(C)(OC)OC 1-bromo-2,2-dimethoxy-propane